NC1=C(C(N(C2=CC(=CC=C12)OC(F)(F)F)C1=CC=C(C=C1)N)=O)C(=O)OC([2H])([2H])[2H] methyl-d3 4-amino-1-(4-aminophenyl)-2-oxo-7-(trifluoromethoxy)-1,2-dihydroquinoline-3-carboxylate